1-(4-((6-(3-(6-(4-((4-Acetylpiperazin-1-yl)methyl)-3-methoxyphenyl)-5-chloropyrimidin-4-yl)-2-chlorophenyl)-2-methoxypyridin-3-yl)methyl)piperazin-1-yl)ethan-1-one C(C)(=O)N1CCN(CC1)CC1=C(C=C(C=C1)C1=C(C(=NC=N1)C=1C(=C(C=CC1)C1=CC=C(C(=N1)OC)CN1CCN(CC1)C(C)=O)Cl)Cl)OC